COC1=CC=C(CNC=2C=3N(C(=CN2)C)C(=C(C3C3=CC=C(C=C3)OC)C3=CCC2(CCN(CC2)C(=O)[O-])CC3)C)C=C1 9-(1-((4-methoxybenzyl)amino)-8-(4-methoxyphenyl)-4,6-dimethylpyrrolo[1,2-a]pyrazin-7-yl)-3-azaspiro[5.5]undec-8-ene-3-carboxylate